diethylsilyl-bis(propylindenyl)zirconium diiodide [I-].[I-].C(C)[SiH](CC)[Zr+2](C1C(=CC2=CC=CC=C12)CCC)C1C(=CC2=CC=CC=C12)CCC